C(#C)C1(CN=C(N=C1)C1=NC=CC=N1)C#C 5,5-diacetylenyl-2,2-bipyrimidine